methyl 2,2-dibromocyclopropane-1-carboxylate BrC1(C(C1)C(=O)OC)Br